4-[(5-methyl-3-pyridinyl)sulfonyl]benzoic acid CC=1C=C(C=NC1)S(=O)(=O)C1=CC=C(C(=O)O)C=C1